(Z)-N-isopropyl-1-(3-(3-(4-methoxyphenyl)-4-oxo-3,4-dihydrophthalazin-1-yl)phenyl)methanimine oxide C(C)(C)/[N+](=C/C1=CC(=CC=C1)C1=NN(C(C2=CC=CC=C12)=O)C1=CC=C(C=C1)OC)/[O-]